CO[C@@H]1C[C@H](C1)OC=1C(=CC(=NC1)C)C1=CC=2N(C=C1)N=C(C2)NC(=O)C2CC2 trans-N-[5-[5-(3-methoxycyclobutoxy)-2-methyl-4-pyridyl]pyrazolo[1,5-a]pyridin-2-yl]cyclopropanecarboxamide